ONC(=O)C1=CC2=C(OCCN2CC2=CC(=CC=C2)S(=O)(=O)C)C=C1 N-hydroxy-4-(3-(methylsulfonyl)benzyl)-3,4-dihydro-2H-benzo[b][1,4]oxazine-6-carboxamide